N-(4-(1-(1-acryloylpiperidin-3-yl)-1H-1,2,3-triazol-4-yl)-2-methoxyphenyl)-6-(isoxazol-4-yl)picolinamide C(C=C)(=O)N1CC(CCC1)N1N=NC(=C1)C1=CC(=C(C=C1)NC(C1=NC(=CC=C1)C=1C=NOC1)=O)OC